3-(pyridin-2-yl)-N-(5-(trifluoromethyl)pyridin-3-yl)-1,2,4-thiadiazol-5-amine N1=C(C=CC=C1)C1=NSC(=N1)NC=1C=NC=C(C1)C(F)(F)F